P1(=O)(OOC2=C(C(=C(C=C2)C(C)(C)C)CC=2C(=C(OO1)C=CC2C(C)(C)C)C(C)(C)C)C(C)(C)C)[O-] methylenebis(2,4-di-tert-butylphenoxy) phosphate